(1R,3s,5S)-8-((5-(Methoxymethyl)furan-2-yl)sulfonyl)-3-(4-methylpiperidin-1-yl)-8-azabicyclo[3.2.1]octane COCC1=CC=C(O1)S(=O)(=O)N1[C@H]2CC(C[C@@H]1CC2)N2CCC(CC2)C